2-((2R,5S)-5-methyl-2-(2-(1-methylazetidin-3-yl)benzo[d]thiazol-5-yl)piperidin-1-yl)-2-oxo-N-(1H-pyrazolo[4,3-c]pyridin-7-yl)acetamide C[C@H]1CC[C@@H](N(C1)C(C(=O)NC=1C2=C(C=NC1)C=NN2)=O)C=2C=CC1=C(N=C(S1)C1CN(C1)C)C2